r-ethane CC